NC1CCC(CC1)CNC1=C(C=C(C=C1)N1CC(OC(C1)C)C)Cl N-(((1r,4r)-4-aminocyclohexyl)methyl)-2-chloro-4-(2,6-dimethylmorpholino)aniline